2-(6-(4-(((5-(2,4-dioxotetrahydropyrimidin-1(2H)-yl)pyridin-2-yl)methyl)(methyl)amino)piperidin-1-yl)-1-oxoisoindolin-2-yl)-2-(5-fluoro-2-hydroxyphenyl)-N-(thiazol-2-yl)acetamide O=C1N(CCC(N1)=O)C=1C=CC(=NC1)CN(C1CCN(CC1)C1=CC=C2CN(C(C2=C1)=O)C(C(=O)NC=1SC=CN1)C1=C(C=CC(=C1)F)O)C